(3S,4S)-1-(4-((S)-4-acetyl-3-(heptylcarbamoyl)piperazine-1-carbonyl)benzoyl)-N3,N4-bis((1S,2R)-2-phenylcyclopropyl)pyrrolidine-3,4-dicarboxamide C(C)(=O)N1[C@@H](CN(CC1)C(=O)C1=CC=C(C(=O)N2C[C@H]([C@@H](C2)C(=O)N[C@@H]2[C@H](C2)C2=CC=CC=C2)C(=O)N[C@@H]2[C@H](C2)C2=CC=CC=C2)C=C1)C(NCCCCCCC)=O